ClC1=CC=C(C=C1)C1=CC2=C(C3=C(S2)C=CC(=C3)N(C3=CC=CC=C3)C3=CC=CC=C3)C=C1 7-(4-chlorophenyl)-N,N-diphenyl-dibenzo[b,d]thiophen-2-amine